Cyanomethyl 3-hydroxy-4-nitrobenzoate OC=1C=C(C(=O)OCC#N)C=CC1[N+](=O)[O-]